Propyl 9-((5-(heptadecan-9-yloxy)-5-oxopentyl)(2-hydroxyethyl)amino)nonanoate CCCCCCCCC(CCCCCCCC)OC(CCCCN(CCCCCCCCC(=O)OCCC)CCO)=O